(2R,3S,5R)-2-(((tert-butyldiphenylsilyl)oxy)methyl)-5-(6-((((6,18-dioxo-1,5-dioxacyclooctadecan-3-yl)oxy)carbonyl)amino)-2-fluoro-9H-purin-9-yl)-2-ethynyltetrahydrofuran-3-yl acetate C(C)(=O)O[C@@H]1[C@@](O[C@H](C1)N1C2=NC(=NC(=C2N=C1)NC(=O)OC1COC(CCCCCCCCCCCC(OC1)=O)=O)F)(C#C)CO[Si](C1=CC=CC=C1)(C1=CC=CC=C1)C(C)(C)C